CN1C2=CC=CC=C2N(C=2C=CC=CC12)C1=C(C=C(C(=C1N1C=2C=CC=CC2N(C2=CC=CC=C12)C)N1C=2C=CC=CC2N(C2=CC=CC=C12)C)C1=CC=C(C=C1)C=1SC2=C(N1)C=CC=C2)C2=CC=C(C=C2)C=2SC1=C(N2)C=CC=C1 2,2'-(4',5',6'-tris(10-methylphenazin-5(10H)-yl)-[1,1':3',1''-terphenyl]-4,4''-diyl)bis(benzo[d]thiazole)